CC1=C(C(=CC=C1)C)NC(C(=O)C1=C(C=C(C=C1C)OC)C)=O N-(2,6-dimethylphenyl)-2-(4-methoxy-2,6-dimethylphenyl)-2-oxoacetamide